6-isopropyl-2,3-dimethyl-10-oxo-5,10-dihydro-6H-pyrido[2,1-f][1,6]Naphthyridine-9-carboxylic acid ethyl ester C(C)OC(=O)C=1C(C=C2C=3C=C(C(=NC3CC(N2C1)C(C)C)C)C)=O